6-(5-Azaspiro[2.4]heptan-5-ylmethyl)-2-cyclopropylpyrimidine-4-carboxylic acid C1CC12CN(CC2)CC2=CC(=NC(=N2)C2CC2)C(=O)O